C(C=C)OC(N[C@@H](C(C)C)C(N[C@@H](CCCNC(=O)N)C(NC=1C=C2C(OCC2=CC1)=O)=O)=O)=O {(S)-2-methyl-1-[(S)-1-(3-oxo-1,3-dihydro-isobenzofuran-5-ylcarbamoyl)-4-ureido-butylcarbamoyl]-propyl}-carbamic acid allyl ester